(R)-N-(2-Fluoro-3-hydroxy-3-methylbutyl)-7-(isopropylamino)-2-((4-(methylsulfonyl)phenyl)amino)thiazolo[5,4-b]pyridin-6-carboxamid F[C@H](CNC(=O)C=1C(=C2C(=NC1)SC(=N2)NC2=CC=C(C=C2)S(=O)(=O)C)NC(C)C)C(C)(C)O